boron germanium fluorine [F].[Ge].[B]